CC(C)(COP(=O)([O-])OP(=O)([O-])OC[C@@H]1[C@H]([C@H]([C@@H](O1)N2C=NC3=C(N=CN=C32)N)O)OP(=O)([O-])[O-])[C@H](C(=O)NCCC(=O)NCCSC(=O)CC(=O)C[N+](C)(C)C)O The molecule is a triply charged acyl-CoA oxoanion arising from deprotonation of the phosphate and diphosphate OH groups of 3-dehydrocarnityl CoA; major species at pH 7.3. It has a role as a bacterial metabolite. It is a conjugate base of a 3-dehydrocarnityl CoA.